heptadecan-9-yl 6-((2-hydroxyethyl)(6-oxo-6-(undecyloxy)hexyl)amino)-hexanoate OCCN(CCCCCC(=O)OC(CCCCCCCC)CCCCCCCC)CCCCCC(OCCCCCCCCCCC)=O